C(C)(C)(C)N1CCC(CC1)=O tert-butyl-4-oxopiperidine